CN(CCC(F)(F)F)C1=NC2=CC=CC=C2N=C1 (methyl(3,3,3-trifluoropropyl)amino)quinoxalin